O.[Fe] iron, monohydrate